BrC=1C(=C(C=CC1)P(C1=CC=CC=C1)C1=CC=CC=C1)C\C=C(\C=C\C=C(\C=C\C1=C(CCCC1(C)C)C)/C)/C (2E,4E,6E,8E)-bromo-(3,7-dimethyl-9-(2,6,6-trimethylcyclohex-1-en-1-yl)nona-2,4,6,8-tetraen-1-yl)triphenyl-phosphane